NC1=NC2=C(C=3N1N=C(N3)C=3OC=CC3)SC(N2CCN2CCN(CC2)C=2C=C(C(=O)N)C=CC2)=O 3-(4-(2-(5-Amino-8-(furan-2-yl)-2-oxothiazolo[5,4-e][1,2,4]triazolo[1,5-c]pyrimidin-3(2H)-yl)ethyl)piperazin-1-yl)benzamide